methyl (3R)-2-bromo-3-methylpentanoate BrC(C(=O)OC)[C@@H](CC)C